ClCCN1CC2(CCO2)C1 6-(2-chloroethyl)-1-oxa-6-azaspiro[3.3]heptane